C(C)(C)(C)[Sn](N(C)C)(N(C)C)C(C)(C)C di-t-butylbis(dimethylamino)tin